methylparaben propyl-hydroxybenzoate C(CC)C=1C(=C(C(=O)O)C=CC1)O.COC(=O)C1=CC=C(O)C=C1